4-{[(2-hydroxyethyl)amino]methyl}-N,N-bis[(4-methoxyphenyl)methyl]pyrazole-3-carboxamide OCCNCC=1C(=NNC1)C(=O)N(CC1=CC=C(C=C1)OC)CC1=CC=C(C=C1)OC